4-(3,6-dihydro-2H-pyran-4-yl)benzaldehyde O1CCC(=CC1)C1=CC=C(C=O)C=C1